3-(2-(dimethylamino)ethoxy)-4-methoxyaniline CN(CCOC=1C=C(N)C=CC1OC)C